COC1=CC=C2C=C(C=NC2=C1)NC1=NC(=NC=C1)NC1=CC=C(C=C1)OCCCN1CCOCC1 4-(7-methoxy-3-quinolylamino)-2-[p-(3-morpholinopropoxy)phenylamino]pyrimidine